C(#N)C1=CC(=C(C(=N1)C)C(=O)N1CC2C(C1)CN(C2)CC[C@@H](C2=CC=CC=C2)NC(=O)C2CN(C2)C(C)=O)C 1-Acetyl-azetidine-3-carboxylic acid {(S)-3-[5-(6-cyano-2,4-dimethyl-pyridine-3-carbonyl)-hexahydro-pyrrolo[3,4-c]pyrrol-2-yl]-1-phenyl-propyl}-amide